C(N1N=C(C=C1)C1=CC(=C(C(=O)N[C@@H]2CNCC[C@H]2C2=CC(=C(C=C2)F)F)C=C1)F)([2H])([2H])[2H] 4-(1-(methyl-d3)-1H-pyrazol-yl)-N-((3S,4S)-4-(3,4-difluorophenyl)piperidin-3-yl)-2-fluorobenzamide